[Cl-].S1C(=CC=C1)CNC(=O)NCC[NH3+] 2-(2-thienylmethylcarbamoylamino)-ethylammonium chloride